The molecule is a phosphatidylcholine O-34:2 in which the alkyl and acyl groups specified at positions 1 and 2 are hexadecyl and [(9Z,12Z)-octadecadienoyl respectively. It is a phosphatidylcholine O-34:2 and a 2-acyl-1-alkyl-sn-glycero-3-phosphocholine. It derives from a linoleic acid. CCCCCCCCCCCCCCCCOC[C@H](COP(=O)([O-])OCC[N+](C)(C)C)OC(=O)CCCCCCC/C=C\\C/C=C\\CCCCC